CC1=CC=C(C=C1)C1=NC(=NC(=N1)C(Cl)(Cl)Cl)C(Cl)(Cl)Cl 2-(4-methylphenyl)-4,6-bis(trichloromethyl)-1,3,5-triazine